ClC=1C=C2C=C(NC2=CC1OCC1=CC(=NO1)C)CNC(=O)N1[C@@H](CCC1)C(F)F (S)-N-((5-chloro-6-((3-methylisoxazol-5-yl)methoxy)-1H-indol-2-yl)methyl)-2-(difluoromethyl)pyrrolidine-1-carboxamide